BrC=1C=CC(=NC1)C=O 5-bromopyridine-2-carboxaldehyde